5-((R)-2-(5-fluoropyridin-3-yl)pyrrolidin-1-yl)-N-((R)-2-hydroxypropyl)pyrazolo[1,5-a]pyrimidine-3-carboxamide FC=1C=C(C=NC1)[C@@H]1N(CCC1)C1=NC=2N(C=C1)N=CC2C(=O)NC[C@@H](C)O